ClC1=NC=C2N(C(N(C2=N1)C12CCC(CC1)(C2)O)=O)C 2-chloro-9-(4-hydroxybicyclo[2.2.1]heptan-1-yl)-7-methyl-7,9-dihydro-8H-purin-8-one